N1(N=NC=C1)C1=CC=C(C=N1)COC1=CC=CC(=N1)C1=CC(=C(CC2=NC3=C(N2C[C@@H](C)OC)C=C(C=C3F)C(=O)O)C=C1F)F (R)-2-(4-(6-((6-(1H-1,2,3-triazol-1-yl)pyridin-3-yl)methoxy)pyridin-2-yl)-2,5-difluorobenzyl)-4-fluoro-1-(2-methoxypropyl)-1H-benzo[d]imidazole-6-carboxylic acid